C(#N)C1(CC1)NS(=O)(=O)C=1C=C(C=2N(C1)C(=NC2)C=2SC(=NN2)C(F)(F)F)N2CCN(CC2)C([C@H]2NCCC2)=O (S)-N-(1-cyanocyclopropyl)-8-(4-prolylpiperazin-1-yl)-3-(5-(trifluoromethyl)-1,3,4-thiadiazol-2-yl)imidazo[1,5-a]pyridine-6-sulfonamide